2-[3-(aminomethyl)-2-fluoro-6-(trifluoromethyl)phenyl]-6-methylpyridin-4(3H)-one NCC=1C(=C(C(=CC1)C(F)(F)F)C1=NC(=CC(C1)=O)C)F